(4S)-1-[(3R,5S)-3,5-difluorocyclohexyl]-5,5-difluoro-3-(trifluoromethyl)-4,6-dihydrocyclopenta[c]pyrazol-4-ol F[C@@H]1CC(C[C@@H](C1)F)N1N=C(C2=C1CC([C@H]2O)(F)F)C(F)(F)F